C1(=CC=CC=C1)C(=C)C1=CC=C(C=C1)P(O)(O)=S (4-(1-phenylvinyl)phenyl)thiophosphonic acid